IC1=CC=C2C(=NC=3N(C2=C1)C=NN3)N(C3=CC=CC=C3)C 8-iodo-N-methyl-N-Phenyl-[1,2,4]triazolo[4,3-a]quinazolin-5-amine